BrC1=C2C=C(N(C2=CC(=C1)SC1=CC(=C(C=C1)Cl)Cl)CC1=CC=C(C=C1)C(N(C)CCO)=O)C(=O)O 4-bromo-6-(3,4-dichlorophenylthio)-1-(4-((2-hydroxyethyl)(methyl)carbamoyl)benzyl)-1H-indole-2-carboxylic acid